C(CCC)OCCCNCC(COC1=NC=CC=C1C(CCN1C2=CC=CC=C2C=2C=C(C=CC12)F)N1C2=CC=C(C=C2C=2C=C(C=CC12)F)F)O 1-((3-butoxypropyl)amino)-3-((1-(3,6-difluoro-9H-carbazol-9-yl)-3-(3-fluoro-9H-carbazol-9-yl)propylpyridin-2-yl)oxy)-2-propanol